N'-((4-cyano-3-fluoro-2,6-diisopropylphenyl)carbamoyl)-2-(1,2-dihydroxypropan-2-yl)thiazole-5-sulfonimidamide C(#N)C1=C(C(=C(C(=C1)C(C)C)NC(=O)N=S(=O)(N)C1=CN=C(S1)C(CO)(C)O)C(C)C)F